(R)-N-(1,1-Dioxido-2,3-dihydrothiophen-3-yl)-2-oxo-7-(thiazol-2-yl)-1,2-dihydroquinoline-3-carboxamide O=S1(C[C@@H](C=C1)NC(=O)C=1C(NC2=CC(=CC=C2C1)C=1SC=CN1)=O)=O